1-((2-(tert-butyl)cyclohexyl)oxy)butan C(C)(C)(C)C1C(CCCC1)OCCCC